(2s,4r)-2-((1H-1,2,3-triazol-1-yl)methyl)-4-(5-(2-cyclopropylphenyl)oxazole-2-carboxamido)pyrrolidine-1-carboxylic acid tert-butyl ester C(C)(C)(C)OC(=O)N1[C@@H](C[C@H](C1)NC(=O)C=1OC(=CN1)C1=C(C=CC=C1)C1CC1)CN1N=NC=C1